C(C)(C)(C)C1=CC(=CC(=C1O)C(C)(C)C)C 2,6-di(t-butyl)-p-cresol